C(C1=CC=CC=C1)OC=1C=C(C2=CC=CC=C2C1)C=1C=CC2=CN(N=C2C1)CCCN(C)C 3-(6-(3-benzyloxynaphthyl)-2H-indazol-2-yl)-N,N-dimethylpropan-1-amine